(1-(4-fluorophenyl)-6-methyl-1H-indazol-5-yl)piperidine-1-carboxylic acid tert-butyl ester C(C)(C)(C)OC(=O)N1C(CCCC1)C=1C=C2C=NN(C2=CC1C)C1=CC=C(C=C1)F